4,7-methano-3a,4,5,6,7,7a-hexahydro-6-indenyl acetate C(C)(=O)OC1CC2C3C=CCC3C1C2